FC=1C(=C(C=CC1F)[C@H]1[C@@H](O[C@]([C@H]1C)(C(F)(F)F)C)C(=O)N)OC (2R,3S,4S,5R)-3-(3,4-difluoro-2-methoxyphenyl)-4,5-dimethyl-5-trifluoromethyl-Tetrahydrofuran-2-carboxamide